(R)-2-(1-Acetylpiperidin-3-yl)-N-(5-chloro-4-(5,5-dimethyl-5,6-dihydro-4H-pyrrolo[1,2-b]pyrazol-3-yl)pyridin-2-yl)acetamide C(C)(=O)N1C[C@H](CCC1)CC(=O)NC1=NC=C(C(=C1)C1=C2N(N=C1)CC(C2)(C)C)Cl